6-chloro-2-(4-methylpiperazin-1-yl)-N-(thiophen-2-ylmethyl)pyrido[3,4-d]pyrimidin-4-amine ClC1=CC2=C(N=C(N=C2NCC=2SC=CC2)N2CCN(CC2)C)C=N1